3-{3-[(4-fluorophenyl)methoxy]-4-(2,2,2-trifluoroethanesulfonamido)phenyl}-5-[(pyridin-2-yl)amino]-1-{[2-(trimethylsilyl)ethoxy]methyl}-1H-pyrazole-4-carboxamide FC1=CC=C(C=C1)COC=1C=C(C=CC1NS(=O)(=O)CC(F)(F)F)C1=NN(C(=C1C(=O)N)NC1=NC=CC=C1)COCC[Si](C)(C)C